1-(9-butyl-1-methyl-β-carbolin-6-yl)-3-(4-chlorophenyl)thiourea C(CCC)N1C2=CC=C(C=C2C=2C=CN=C(C12)C)NC(=S)NC1=CC=C(C=C1)Cl